3-((2,5-difluoro-4-(piperazin-1-yl)phenyl)amino)piperidine-2,6-dione FC1=C(C=C(C(=C1)N1CCNCC1)F)NC1C(NC(CC1)=O)=O